CC1=C(C=CC(=C1)C)CCNC(=O)C=1N=C(N=NC1SC1=CC(=CC=C1)OC)C N-[2-(2,4-dimethylphenyl)ethyl]-6-[(3-methoxyphenyl)sulfanyl]-3-methyl-1,2,4-triazine-5-carboxamide